C(C)(C)(C)OC(=O)N[C@@H](CC[C@H](C)OC1=NC=CC(=C1)N(C(OC(C)(C)C)=O)C1=CC(=NN1C(C)(C)C)[C@@H]1C[C@@H](CC1)O)C tert-butyl (2-(((2S,5R)-5-((tert-butoxycarbonyl)amino)hexan-2-yl)oxy)pyridin-4-yl)(1-(tert-butyl)-3-((1S,3R)-3-hydroxycyclopentyl)-1H-pyrazol-5-yl)carbamate